1,3-Dihydro-1,3-dioxoisoindole O=C1NC(C2=CC=CC=C12)=O